CC1=CC=NC2=C3N=CC=C(C3=CC=C12)C 4,7-di-methyl-phenanthroline